COC(CCC1=CC(=C(C(=C1)C(C)(C)C)O)N1N=C2C(=N1)C=CC=C2)=O methyl-3-{3-(2H-benzotriazole-2-yl)-5-tert-butyl-4-hydroxy-phenyl}propionate